CC1=CC(=NC(=N1)OCCC(F)(F)F)C=1C=NN(C1)C1=C(C=C(C=C1)NS(=O)(=O)CC(=O)OC)N1CCC2(CC2)CC1 methyl 2-(N-(4-(4-(6-methyl-2-(3,3,3-trifluoropropoxy)pyrimidin-4-yl)-1H-pyrazol-1-yl)-3-(6-azaspiro[2.5]octan-6-yl)phenyl)sulfamoyl)acetate